C1(CC1)N1C(CN(CC1)C1CCN(CC1)C1=C(C=C(C(=C1)OC)NC1=NC=NC(=C1)N1OCC[C@@H]1C1=CC(=CC=C1)OC1=CC=CC=C1)NC(C=C)=O)(C)C (R)-N-(2-(4-(4-cyclopropyl-3,3-dimethylpiperazin-1-yl)piperidin-1-yl)-4-methoxy-5-((6-(3-(3-phenoxyphenyl)isooxazolidin-2-yl)pyrimidin-4-yl)amino)phenyl)acrylamide